C1(=CC=CC=2C(C3=CC=CC(=C3C(C12)=O)S(=O)(=O)Cl)=O)S(=O)(=O)Cl anthraquinone-1,8-disulfonyl chloride